N-{4-[(6-chloro-3-{[(3-methoxyphenyl)methyl]amino}pyridazin-4-yl)amino]pyridin-2-yl}-3-(4-methylpiperazin-1-yl)propanamide ClC1=CC(=C(N=N1)NCC1=CC(=CC=C1)OC)NC1=CC(=NC=C1)NC(CCN1CCN(CC1)C)=O